C1(CC1)C=1N=NN(C1)[C@H](C(=O)N1[C@@H](C[C@H](C1)O)C(=O)NCC1=C(C=C(C=C1)C1=C(N=CS1)C)OC1CCNCC1)C(C)C (2S,4R)-1-((S)-2-(4-cyclopropyl-1H-1,2,3-triazol-1-yl)-3-methylbutanoyl)-4-hydroxy-N-(4-(4-methylthiazol-5-yl)-2-(piperidin-4-yloxy)benzyl)pyrrolidine-2-carboxamide